α,α-difluoroacetaldehyde FC(C=O)F